1,12-dibromo-6-dodecene BrCCCCCC=CCCCCCBr